3-(chloromethyl)-2-methyl-5-(5-(trifluoromethyl)thiophen-2-yl)pyridine hydrochloride Cl.ClCC=1C(=NC=C(C1)C=1SC(=CC1)C(F)(F)F)C